Methyl 3-bromo-2-(2-chloro-4-(4-chlorophenoxy) phenyl)-2-hydroxypropionate BrCC(C(=O)OC)(O)C1=C(C=C(C=C1)OC1=CC=C(C=C1)Cl)Cl